dimethyl-ammonium perchlorate Cl(=O)(=O)(=O)[O-].C[NH2+]C